C(\C=C\C1=CC=C(C=C1)O)(=O)NCCC1=CC=C(C=C1)O N-cis-p-coumaroyltyramine